BrC=1C=C2C(N(C=NC2=CC1)CC(C(=O)O)NC(=O)OC(C)(C)C)=O 3-(6-bromo-4-oxoquinazolin-3(4H)-yl)-2-((tert-butoxycarbonyl)amino)propanoic acid